methyl 5-(4-methylphenyl)-1,3,4-oxadiazole-2-carboxylate CC1=CC=C(C=C1)C1=NN=C(O1)C(=O)OC